4-(phenyl-thioformyl-Thio)valeric acid C1(=CC=CC=C1)C(=S)SC(CCC(=O)O)C